The molecule is a tricarboxylic acid that is docosa-2,4,8,10,14,18,20-heptaenedioic acid substituted at positions 2 ,5 and 17 by methyl groups, at positions 6 by a methoxy group and at position 20 by a carboxymethyl group. It has a role as an apoptosis inhibitor, an EC 2.5.1.18 (glutathione transferase) inhibitor, a toxin and an ATP/ADP translocase inhibitor. It is a tricarboxylic acid and an ether. C[C@@H](C/C=C/CC/C=C/C=C\\C[C@H](/C(=C\\C=C(/C)\\C(=O)O)/C)OC)/C=C/C(=C\\C(=O)O)/CC(=O)O